2-Methyl-5-((1-methylazetidin-2-yl)methoxy)-N-(1-(7-(6-oxo-1,6-dihydropyridin-3-yl)quinolin-5-yl)cyclopropyl)benzamide CC1=C(C(=O)NC2(CC2)C2=C3C=CC=NC3=CC(=C2)C2=CNC(C=C2)=O)C=C(C=C1)OCC1N(CC1)C